ClC=1C=C2C=C(NC2=CC1C1=NC(=CC=C1)F)CNC(C)=O N-{[5-chloro-6-(6-fluoro-2-pyridyl)-2-indolyl]methyl}acetamide